FC(C=1C=C(C=C(C1)C(F)(F)F)C1=NN(C=N1)\C=C/C(=O)NN1C(C2(CC2)CC1)=O)(F)F (Z)-3-(3-(3,5-bis(trifluoromethyl)phenyl)-1H-1,2,4-triazol-1-yl)-N-(4-oxo-5-azaspiro[2.4]heptan-5-yl)acrylamide